C(C1=CC=CC=C1)OC1=NC(=CC=C1N1C(N(C2=C1C(=CC=C2Br)F)C)=O)OCC2=CC=CC=C2 1-(2,6-bis(benzyloxy)pyridin-3-yl)-4-bromo-7-fluoro-3-methyl-1,3-dihydro-2H-benzo[d]imidazol-2-one